1,1-bis(4-hydroxy-3-tert-butylphenyl)cyclohexane tert-butyl-N-[2-fluoro-3-({7-[(4-methoxyphenyl)methoxy]-4-methyl-2-oxo-3,4-dihydro-2H-1,3-benzoxazin-3-yl}methyl)phenyl]carbamate C(C)(C)(C)OC(NC1=C(C(=CC=C1)CN1C(OC2=C(C1C)C=CC(=C2)OCC2=CC=C(C=C2)OC)=O)F)=O.OC2=C(C=C(C=C2)C2(CCCCC2)C2=CC(=C(C=C2)O)C(C)(C)C)C(C)(C)C